4-(5-fluoropyridin-2-yl)-N-(pyrrolidin-3-yl)-3,4-dihydroquinoxaline FC=1C=CC(=NC1)N1CCN(C2=CC=CC=C12)C1CNCC1